(4-((2-(4-methylpiperazin-1-yl)ethyl)amino)-6-((pyridin-4-ylmethyl)amino)-1,3,5-triazin-2-yl)-L-lysine CN1CCN(CC1)CCNC1=NC(=NC(=N1)NCC1=CC=NC=C1)N[C@@H](CCCCN)C(=O)O